F[P-](F)(F)(F)(F)F.N1(N=NC2=C1C=CC=C2)O[P+](N(C)C)(N(C)C)N(C)C (1H-benzotriazol-1-yloxy)tris(dimethylamino)phosphonium hexafluorophosphate